tert-butyl N-[(trans)-3-(3-chloro-5-cyanoisoquinoline-1-amido)cyclobutyl]carbamate ClC=1N=C(C2=CC=CC(=C2C1)C#N)C(=O)N[C@@H]1C[C@H](C1)NC(OC(C)(C)C)=O